CC1=NC(=CC=C1O[C@@H]1C[C@H](CCC1)C(=O)OC(C)C)C=1C=NN(C1COC(N([C@H]1COCC1)C)=O)C |&1:29| (+/-)-isopropyl (1S,3S)-3-((2-methyl-6-(1-methyl-5-(((methyl(tetrahydrofuran-3-yl) carbamoyl)oxy)methyl)-1H-pyrazol-4-yl)pyridin-3-yl)oxy)cyclohexane-1-carboxylate